[N+](=[N-])=NS(=O)(=O)C1=C(C=C(C=C1C(C)C)C(C)C)C(C)C N-diazo-2,4,6-triisopropyl-benzenesulfonamide